diphenyl-δ-caprolactone C1(=CC=CC=C1)C1(C(=O)OC(CC1)C)C1=CC=CC=C1